methyl 4-hydroxypyrazolo[1,5-a]pyrazine-6-carboxylate OC=1C=2N(C=C(N1)C(=O)OC)N=CC2